2-methyl-N,N-bis(2-thienylmethyl)benzenesulfonamide CC1=C(C=CC=C1)S(=O)(=O)N(CC=1SC=CC1)CC=1SC=CC1